6-Chloro-1-(2-fluoroethyl)-1H-pyrazolo[3,4-b]pyridine-3-carbonitrile ClC1=CC=C2C(=N1)N(N=C2C#N)CCF